1-{6-[methyl(1-methylpiperidin-4-yl)amino]pyridin-2-yl}-6-[(1-methyl-1H-pyrazol-4-yl)amino]-2-(prop-2-en-1-yl)-1H,2H,3H-pyrazolo[3,4-d]pyrimidin-3-one CN(C1=CC=CC(=N1)N1N(C(C=2C1=NC(=NC2)NC=2C=NN(C2)C)=O)CC=C)C2CCN(CC2)C